FC1(CC(C1)CN1N=C(C(=C1C)C)N)F 1-((3,3-difluorocyclobutyl)methyl)-4,5-dimethyl-1H-pyrazol-3-amine